[C@@H]12N(C[C@@H](NC1)C2)C2=C(C=C(C=C2)F)NC(C2=C(C(=NC=C2)C2=C(C=CC=C2OC)F)F)=O N-(2-((1S,4S)-2,5-diazabicyclo[2.2.1]heptan-2-yl)-5-fluorophenyl)-3-fluoro-2-(2-fluoro-6-methoxyphenyl)isonicotinamide